OCC(CNC(OC(C)(C)C)=O)CNC(OC(C)(C)C)=O di-tert-butyl (2-(hydroxymethyl)propane-1,3-diyl)dicarbamate